1-hexyl-3-methylimidazole bis(trifluoromethanesulfonimide) [N-](S(=O)(=O)C(F)(F)F)S(=O)(=O)C(F)(F)F.[N-](S(=O)(=O)C(F)(F)F)S(=O)(=O)C(F)(F)F.C(CCCCC)N1CN(C=C1)C